(4-[dimethyl (tert-butyl) silyl]-tetrafluorophenyl) gallate C(C1=CC(O)=C(O)C(O)=C1)(=O)OC1=C(C(=C(C(=C1F)F)[Si](C(C)(C)C)(C)C)F)F